1,3-dioxoisoindolin-5-yl trifluoromethanesulfonate FC(S(=O)(=O)OC=1C=C2C(NC(C2=CC1)=O)=O)(F)F